S(=O)(=O)([O-])CCCC1=CC=[N+](C=C1)C=C 4-sulfonatopropyl-vinylpyridinium